NC(CN1CCNCC1)N N'-bisaminoethylpiperazine